3,4-dimethylolpyrrole tert-butyl-(6-bromo-2-chloropyrrolo[2,1-f][1,2,4]triazin-4-yl)(isoxazol-3-ylmethyl)carbamate C(C)(C)(C)OC(N(CC1=NOC=C1)C1=NC(=NN2C1=CC(=C2)Br)Cl)=O.C(O)C2=CNC=C2CO